2,5-dimethyl-1,3,4-oxadiazole CC=1OC(=NN1)C